C1(=CC=CC=C1)C1=C(C=CC(C1C1=CC=CC=C1)(C1=CC=CC=C1)C(=O)O)C1=CC=C(C=C1)C(=O)O 2',3'-diphenyl-p-terphenyl-4,4'-dicarboxylic acid